C(C)(C)(C)C1CCN(CC1)C(=O)NC1=CC(=C(C(=C1)C=1N=NNN1)C(NC1CCCC1)=O)F 4-(tert-butyl)-N-(4-(cyclopentylcarbamoyl)-3-fluoro-5-(2H-tetrazol-5-yl)phenyl)piperidine-1-carboxamide